C(C=C)(=O)NNCCC1=CC=C(C=C1)O N-acrylamidotyramine